NC1=C2C(=NC=N1)N(N=C2I)[C@H]2C[C@@H](N(C2)C(=O)OC(C)(C)C)COC tert-butyl (2R,4S)-4-[4-amino-3-iodopyrazolo[3,4-d]pyrimidin-1-yl]-2-(methoxymethyl)pyrrolidine-1-carboxylate